FC(C1=NN(C=N1)C1CC2(CN(C2)C(=O)N2CC3(C2)CC(C3)CC3=NNC(=N3)C3(CC3)C(F)(F)F)C1)F [6-[3-(difluoromethyl)-1,2,4-triazol-1-yl]-2-azaspiro[3.3]heptan-2-yl]-[6-[[5-[1-(trifluoromethyl)cyclopropyl]-1H-1,2,4-triazol-3-yl]methyl]-2-azaspiro[3.3]heptan-2-yl]methanone